Diethyl (2-thienylmethyl)phosphonate S1C(=CC=C1)CP(OCC)(OCC)=O